COC(=O)C1=CC=C2C(=N1)SC(=N2)N 2-aminothiazolo[5,4-b]pyridine-5-carboxylic acid methyl ester